COC=1C=C(C=CC1OC)C1=CC=NC=2N1N=C(C2)C(=O)NC2=NC=C(C=C2)N2CCCC2 7-(3,4-dimethoxyphenyl)-N-(5-(pyrrolidin-1-yl)pyridin-2-yl)pyrazolo[1,5-a]pyrimidine-2-carboxamide